ClC1=C(C=CC=C1)[C@@H]1C[C@@H](C=2N1N=C(N2)S)F (5S,7S)-5-(2-chlorophenyl)-7-fluoro-6,7-dihydro-5H-pyrrolo[1,2-b][1,2,4]triazole-2-thiol